3,6-Bis(Phenyl)-1-(4,4,5,5-tetramethyl-1,3,2-dioxaborolan-2-yl)-9H-carbazole C1(=CC=CC=C1)C=1C=C(C=2NC3=CC=C(C=C3C2C1)C1=CC=CC=C1)B1OC(C(O1)(C)C)(C)C